OCCCN(C(OCCCC)=O)C butyl (3-hydroxypropyl)(methyl)carbamate